CN(C(C)C)C(CCN1CCN(CC1)C)C N-methyl-N-isopropyl-1-methyl-3-(4-methylpiperazin-1-yl)propylamine